COC1=CC=C(CN(C2=CC(=C(C(=N2)C2=C(C=C3C(=NC(=NC3=C2F)F)N2C3CN(CC2CC3)C(=O)OC(C)(C)C)Cl)I)Cl)CC3=CC=C(C=C3)OC)C=C1 tert-butyl 8-(7-(6-(bis(4-methoxybenzyl)amino)-4-chloro-3-iodopyridin-2-yl)-6-chloro-2,8-difluoroquinazolin-4-yl)-3,8-diazabicyclo[3.2.1]octane-3-carboxylate